FC=1C(=CC(=C(C(=O)NC2=C(C=CC=C2)C)C1)OC(C)CCC)N1N=C(N(C1=O)C)[C@H](C)O 5-fluoro-4-{3-[(1S)-1-hydroxyethyl]-4-methyl-5-oxo-4,5-dihydro-1H-1,2,4-triazol-1-yl}-N-(2-methylphenyl)-2-(pent-2-yloxy)benzamide